COC1=CC=C(CSC2=C3C=NN(C3=CC=C2)C(=O)OC(C)(C)C)C=C1 tert-butyl 4-((4-methoxybenzyl) thio)-1H-indazole-1-carboxylate